(2rs,4ars,9bs)-2,4a,7-trimethyl-4,4a,5,9b-tetrahydroindeno[1,2-d][1,3]dioxazine CN1OC[C@@]2([C@@H](O1)C1=CC=C(C=C1C2)C)C |&1:4|